C12(CC3CC(CC(C1)C3)C2)CCCCNC(=O)NCC2=NN(C(=C2C)C2=CC=C(C=C2)Cl)C2=C(C=C(C=C2)Cl)Cl 1-(4-((3r,5r,7r)-adamantan-1-yl)butyl)-3-((5-(4-chlorophenyl)-1-(2,4-dichlorophenyl)-4-methyl-1H-pyrazol-3-yl)methyl)urea